NC1=NC(=C(C=C1C=1C=C2CCNC(C2=CC1)=O)C1=CC=C(C=C1)N1CCN(CCC1)C)F 6-(2-amino-6-fluoro-5-(4-(4-methyl-1,4-diazepan-1-yl)phenyl)pyridin-3-yl)-3,4-dihydroisoquinolin-1(2H)-one